FC(C1=CC=C(C=N1)CN1N=C2C(=C1)C(CC2)O)(F)F 2-((6-(trifluoromethyl)pyridin-3-yl)methyl)-2,4,5,6-tetrahydrocyclopenta[c]pyrazol-4-ol